[Fe+2].[N-](S(=O)(=O)C(F)(F)F)S(=O)(=O)C(F)(F)F.[N-](S(=O)(=O)C(F)(F)F)S(=O)(=O)C(F)(F)F bistrifluoromethanesulfonimide iron